N-(2-(6-bromo-1H-indol-3-yl)ethyl)-2-hydroxy-4-methylbenzamide BrC1=CC=C2C(=CNC2=C1)CCNC(C1=C(C=C(C=C1)C)O)=O